1,2-Diamino-3-(1-methyl-1H-pyrazol-4-yl)-5-(4-(trifluoromethyl)phenyl)pyrazine NN1C(C(=NC(=C1)C1=CC=C(C=C1)C(F)(F)F)C=1C=NN(C1)C)N